FN(C(C(F)(F)F)(F)F)F perfluoroethylamine